FC1(CCN(CC1)C(=O)Cl)F 4,4-difluoropiperidine-1-carbonyl chloride